C(C)(C)(C)N1N=CC(=C1)[N+](=O)[O-] 1-(tert-butyl)-4-nitro-1H-pyrazole